NCCCN(C(C1=CC=C(C=C1)C)=O)[C@H](C(C)C)C1=NC2=CC(=CC=C2C(N1CC1=CC=CC=C1)=O)Cl N-(3-aminopropyl)-N-[(1R)-1-(3-benzyl-7-chloro-4-oxoquinazolin-2-yl)-2-methylpropyl]-4-methylbenzamide